2-([1,2,4]triazolo[4,3-a]pyridin-7-yl)-N-(3,5-dichloro-4-(2,6-dioxopiperidin-3-yl)benzyl)-2-methylpropanamide N=1N=CN2C1C=C(C=C2)C(C(=O)NCC2=CC(=C(C(=C2)Cl)C2C(NC(CC2)=O)=O)Cl)(C)C